propyltrimethyl-ammonium methylsulfate COS(=O)(=O)[O-].C(CC)[N+](C)(C)C